ClC=1N=C(C2=C(N1)C(=CS2)C#N)NCC=2SC=CC2 2-chloro-4-((thien-2-ylmethyl)amino)thieno[3,2-d]Pyrimidine-7-carbonitrile